FC(=C1CC(N(C1)C(=O)OC(C)(C)C)C(=O)OC)F 1-(tert-butyl) 2-Methyl 4-(difluoromethylene)pyrrolidine-1,2-dicarboxylate